COC=1C=C(CC2C(CCCCC2)=O)C=CC1 2-(3-methoxybenzyl)-1-cycloheptanone